CC1(OB(OC1(C)C)C=1C=NN(C1)CC1=C(C=CC=C1)S(=O)(=O)N1CCOCC1)C 4-{2-[4-(4,4,5,5-tetramethyl-[1,3,2]dioxaborolan-2-yl)-pyrazol-1-ylmethyl]-benzenesulfonyl}-morpholine